BrC=1C=C(C2=CN(N=C2C1Cl)C(C(=O)OCC)C1=C2N(C(N1)=S)C[C@@H](C2)F)Cl ethyl 2-(6-bromo-4,7-dichloro-2H-indazol-2-yl)-2-((R)-6-fluoro-3-thioxo-2,5,6,7-tetrahydro-3H-pyrrolo[1,2-c]imidazol-1-yl)acetate